2-(3-Chlorophenyl)-2,2-difluoro-1-(pyridin-4-yl)ethan-1-ol ClC=1C=C(C=CC1)C(C(O)C1=CC=NC=C1)(F)F